3-[5-[1-(4-aminobutanoyl)-4-piperidyl]-3-methyl-2-oxo-benzimidazol-1-yl]piperidine NCCCC(=O)N1CCC(CC1)C1=CC2=C(N(C(N2C)=O)C2CNCCC2)C=C1